(S)-2-amino-3-((S)-2-oxopiperidin-3-yl)propionamide hydrochloride Cl.N[C@H](C(=O)N)C[C@H]1C(NCCC1)=O